NC=1C2=C(N=CN1)N(C(=C2C2=CC=C(C=C2)OC2=NC(=CC=C2)C)C2CC(CC2)NC(C=C)=O)C N-(3-(4-amino-7-methyl-5-(4-((6-methylpyridin-2-yl)oxy)phenyl)-7H-pyrrolo[2,3-d]pyrimidin-6-yl)cyclopentyl)acrylamide